N-{4-[2-(2-chloro-4-fluorophenyl)acetylamino]pyridin-2-yl}-N-[3-(trifluoromethyl)phenyl]acetamide ClC1=C(C=CC(=C1)F)CC(=O)NC1=CC(=NC=C1)N(C(C)=O)C1=CC(=CC=C1)C(F)(F)F